C1(CC1)C1CC(CO1)NC(=O)NCC1=CC(=NC=C1)OC(F)F 1-(5-cyclopropyloxolan-3-yl)-3-[[2-(difluoromethoxy)pyridin-4-yl]methyl]urea